The molecule is a polyene macrolide antibiotic; part of the nystatin complex produced by several Streptococcus species. The keto-form of nystatin A1. It is a member of nystatins and a carboxylic acid. C[C@@H]1[C@H]([C@@H]([C@@H](C(O1)OC\\2CC(C(C(CC(=O)CC(C(CCC(CC(CC(CC(=O)OC(C(C(C(/C=C/C=C/CC/C=C/C=C/C=C/C=C2)C)O)C)C)O)O)O)O)O)O)C(=O)O)O)O)N)O